2-[(5-{[(4-chloro-1-naphthyl)oxy]methyl}-6-fluoropyridin-2-yl)oxy]-N-methoxy-N-methylethylamine ClC1=CC=C(C2=CC=CC=C12)OCC=1C=CC(=NC1F)OCCN(C)OC